N1(C=NC=C1)C1=CC(=CC=C1)N1C=NC=C1 1,3-bisimidazole-1-yl-benzene